C(C)(C)(C)OC(=O)N1C[C@H](CC(C1)=O)C (S)-3-methyl-5-oxo-piperidine-1-carboxylic acid tert-butyl ester